4-Cyclopropyl-N-((S)-(7-((S*)-1-(2-(3,3-difluorocyclobutyl)acetamido)-2-methoxyethyl)imidazo[1,2-b]pyridazin-2-yl)(4,4-difluorocyclohexyl)methyl)-1,2,5-oxadiazole-3-carboxamide C1(CC1)C=1C(=NON1)C(=O)N[C@@H](C1CCC(CC1)(F)F)C=1N=C2N(N=CC(=C2)[C@@H](COC)NC(CC2CC(C2)(F)F)=O)C1 |o1:28|